1,3-bis(t-butylamino)-2-propanol C(C)(C)(C)NCC(CNC(C)(C)C)O